4'H,6'H-spiro[cyclopropane-1,5'-pyrrolo[1,2-b]pyrazol]-2'-amine N=1N2C(=CC1N)CC1(C2)CC1